C(C)N1N=C(C=C1)C=1C=C(C=C(C1)C=1C=NN(C1)C)[C@@H](C)NC(C1=C(C=CC(=C1)C=1CCN(CC1)C)C)=O (R)-N-(1-(3-(1-ethyl-1H-pyrazol-3-yl)-5-(1-methyl-1H-pyrazol-4-yl)phenyl)ethyl)-2-methyl-5-(1-methyl-1,2,3,6-tetrahydropyridin-4-yl)benzamide